ClC1=CC2=C(N(C(N=C2N2[C@H](CN(CC2)C(C=C)=O)C)=O)C2=NC=CN=C2CC)N=C1C1=C(C=CC=C1O)F 6-chloro-1-(3-ethyl-2-pyrazinyl)-7-(2-fluoro-6-hydroxyphenyl)-4-((2S)-2-methyl-4-(2-propenoyl)-1-piperazinyl)pyrido[2,3-d]pyrimidin-2(1H)-one